C[C@H]1[C@H](CN(CC1)C(CC#N)=O)NC1=C2C(=NC=C1C=1SC(=NN1)C)NC=C2 3-((3R,4R)-4-methyl-3-((5-(5-methyl-1,3,4-thiadiazol-2-yl)-1H-pyrrolo[2,3-b]pyridin-4-yl)amino)piperidin-1-yl)-3-oxopropanenitrile